CC1(CCC2(CCC(O2)OCC2=C(C=CC=C2)COC2OC3(CC2)CCC(CC3)(C)C)CC1)C 1,2-bis(((8,8-dimethyl-1-oxaspiro[4.5]decan-2-yl)oxy)methyl)benzene